C([2H])([2H])([2H])C1=C(C(=O)N)C=CC=N1 (methyl-d3)nicotinamide